((2S)-1-(((2S)-4-(cyclopropylamino)-3-hydroxy-4-oxo-1-((S)-2-oxopyrrolidin-3-yl)butan-2-yl)amino)-3-(1-methylcyclopropyl)-1-oxopropan-2-yl)carbamic acid C1(CC1)NC(C([C@H](C[C@H]1C(NCC1)=O)NC([C@H](CC1(CC1)C)NC(O)=O)=O)O)=O